4-aminophenylboronic acid pinacol ester NC1=CC=C(C=C1)B1OC(C)(C)C(C)(C)O1